5-[(2-methylpyrimidin-5-yl)sulfonylamino]thiazole-4-carboxylic acid CC1=NC=C(C=N1)S(=O)(=O)NC1=C(N=CS1)C(=O)O